C(C)(C)(C)OC(=O)N1[C@H]2CN(C[C@@H]1CC2)C2=NC(=NC1=C(C=C(C=C21)F)F)F (1R,5S)-3-(2,6,8-trifluoroquinazolin-4-yl)-3,8-diazabicyclo[3.2.1]octane-8-carboxylic acid tert-butyl ester